FC(C=1C=C(C=CC1)CC(=O)O)(F)F 2-(3-trifluoromethylphenyl)acetic acid